4-butyl-3-(4-fluorophenyl)-N-(5-hydroxy-4,4-dimethylpentyl)-5-methyl-1-phenyl-4,5-dihydro-1H-pyrazole-5-carboxamide C(CCC)C1C(=NN(C1(C(=O)NCCCC(CO)(C)C)C)C1=CC=CC=C1)C1=CC=C(C=C1)F